5-amino-3-tert-butyl-pyrazole-1-carboxylic acid {4-[5-(tetrahydro-pyran-2-ylmethoxy)-benzimidazol-1-yl]-phenyl}-amide O1C(CCCC1)COC1=CC2=C(N(C=N2)C2=CC=C(C=C2)NC(=O)N2N=C(C=C2N)C(C)(C)C)C=C1